The molecule is a nitrosamine that is iminodiacetone that is substituted by a nitroso group at the N-atom. It induces pancreatic ductal adenocarcinomas in Syrian golden hamsters (other rodents are not susceptible). It has a role as a carcinogenic agent. It is a nitrosamine and a ketone. CC(=O)CN(CC(=O)C)N=O